C(C1=CC=CC=C1)(=O)N1CCN(C2=CC=CC=C12)C(CCN1CCN(CC1)C)=O 1-(4-benzoyl-3,4-dihydroquinoxalin-1(2H)-yl)-3-(4-Methylpiperazin-1-yl)propan-1-one